N1=NC=CC2=C1C=CC(N2)=O pyridopyridazin-6-one